FC(CC(F)(F)F)OP1(=NP(=NP(=N1)(F)F)(F)F)F tetrafluoropropoxy(pentafluoro)cyclotriphosphazene